COC(CC1CCN(CC1)C=1C=C2C(N(C(C2=CC1)=O)C1C(NC(CC1)=O)=O)=O)OC 5-[4-(2,2-Dimethoxyethyl)-1-piperidinyl]-2-(2,6-dioxo-3-piperidinyl)isoindoline-1,3-dione